ClC1=C(C=C2C(C(NC2=C1)=O)=C(C1=CC(=NO1)C)O)C1=CC=C(OCCNC(C)=O)C=C1 N-[2-[4-[6-chloro-3-[hydroxy-(3-methylisoxazol-5-yl)methylene]-2-oxo-indolin-5-yl]phenoxy]ethyl]acetamide